2-(4-(4-(aminomethyl)-8-chloro-1-oxo-1,2-dihydrophthalazin-6-yl)-1-methyl-1H-pyrazol-5-yl)-4-chloro-6-cyclopropoxybenzonitrile NCC1=NNC(C2=C(C=C(C=C12)C=1C=NN(C1C1=C(C#N)C(=CC(=C1)Cl)OC1CC1)C)Cl)=O